pentaerythritol β-dodecyl-thiopropionate C(CCCCCCCCCCC)C(C(=S)O)C.C([C@H](O)[C@H](O)CO)O.C([C@H](O)[C@H](O)CO)O.C([C@H](O)[C@H](O)CO)O.C([C@H](O)[C@H](O)CO)O.C([C@H](O)[C@H](O)CO)O